5-bromo-2-chloro-4-methoxypyrimidine BrC=1C(=NC(=NC1)Cl)OC